N-(6-(1-cyano-2,2-dimethylcyclopropyl)isoquinolin-3-yl)cyclopropanecarboxamide C(#N)C1(C(C1)(C)C)C=1C=C2C=C(N=CC2=CC1)NC(=O)C1CC1